4-amino-N-methoxy-N-methyl-1,2,5-thiadiazole-3-carboxamide NC=1C(=NSN1)C(=O)N(C)OC